FC(S(=O)(=O)OC=1C=C(C=2N(C1)N=CC2C#N)C=2C=NC(=CC2)N2CC1N(C(C2)C1)CC1=CC(=CC=C1)S(=O)(=O)C)(F)F 3-cyano-4-(6-(6-(3-(methylsulfonyl)benzyl)-3,6-diazabicyclo[3.1.1]heptan-3-yl) pyridin-3-yl)pyrazolo[1,5-a]pyridin-6-yl trifluoromethanesulfonate